6-xylylphosphate C1=C(C(=CC=C1OP(=O)([O-])[O-])C)C